4-methyl-2-(3-(3-methyl-5-(5-methyl-1,2,4-oxadiazol-3-yl)benzoylamino)propionylamino)thiazole-5-carboxylic acid ethyl ester C(C)OC(=O)C1=C(N=C(S1)NC(CCNC(C1=CC(=CC(=C1)C1=NOC(=N1)C)C)=O)=O)C